C1(CC1)C=1C=C(C(=O)N=C2NCCN2)C=C(C1NC1=CC(=CC=C1)C(=O)N1CC(OCC1)C(F)(F)F)F 3-cyclopropyl-5-fluoro-N-[imidazolidin-2-ylidene]-4-({3-[2-(trifluoromethyl)morpholine-4-carbonyl]phenyl}amino)benzamide